sodium monofluoromethyl-sulfinate FCS(=O)[O-].[Na+]